ClC=1C=C(C(=O)OOC(C2=CC(=CC=C2)Cl)=O)C=CC1 3-chloro-benzoyl peroxide